O1CCCCCC1 Perhydrooxepine